C(C1=CC=CC=C1)OC(=O)N1CC2=CC=C(C=C2C1)Cl 5-chloroisoindoline-2-carboxylic acid benzyl ester